BrC(=CC1=CC=C(C=C1)C)Br 1-(2,2-dibromovinyl)-4-methylbenzene